C1(CCCCC1)[C@H](C)OC1=C(C(=O)NC2CCO2)C=C(C(=C1)N1N=C(N(C1=O)C)CC)F 2-[(1S)-1-cyclohexylethoxy]-4-(3-ethyl-4-methyl-5-oxo-4,5-dihydro-1H-1,2,4-triazol-1-yl)-5-fluoro-N-(oxetan-4-yl)benzamide